Cl.N[C@H]1[C@@H](CCC1)NC(=O)C1SC=CN(C1)C=1C2=C(N=CN1)NC=C2 N-((1R,2R)-2-aminocyclopentyl)-4-(7H-pyrrolo[2,3-d]pyrimidin-4-yl)-3,4-dihydro-2H-1,4-thiazine-carboxamide hydrochloride